3-(4-(butylsulfanyl)-7-(diethylamino)-6-nitro-2-oxo-2H-chromen-3-yl)-2-cyanoacrylate C(CCC)SC1=C(C(OC2=CC(=C(C=C12)[N+](=O)[O-])N(CC)CC)=O)C=C(C(=O)[O-])C#N